ONC(CCCCC)=O N-hydroxycaproamide